4-Oxo-6-(quinolin-2-yl)-4,5-dihydropyrazolo[1,5-a]pyrazine-2-carboxylic acid O=C1C=2N(C=C(N1)C1=NC3=CC=CC=C3C=C1)N=C(C2)C(=O)O